Cl.NC1=CC(=NC=N1)NC1=CC(=C2C(NC3(N(C2=C1F)C)CCC3)=O)Cl 7'-((6-aminopyrimidin-4-yl)amino)-5'-chloro-8'-fluoro-1'-methyl-1'H-spiro[cyclobutane-1,2'-quinazolin]-4'(3'H)-one hydrochloride